NC(C(=O)O)(CCCCB(O)O)CCNCCCC1=CC(=CC=C1)OC 2-amino-6-borono-2-(2-(3-(3-methoxyphenyl)propylamino)ethyl)hexanoic acid